NC1=C(C2=C(S1)C(C(CC2)(C2=CC=CC=C2)CCC=2N=NN(C2)C)=O)C(=O)N 2-Amino-6-(2-(1-methyl-1H-1,2,3-triazol-4-yl)ethyl)-7-oxo-6-phenyl-4,5,6,7-tetrahydrobenzo[b]thiophene-3-carboxamide